OC([C@H]1N(CC2(OCCO2)C1)C(CNC(=O)C=1C=CC=2C(C3=CC=CC=C3C2C1)(C)C)=O)O (S)-N-(2-(8-(dihydroxymethyl)-1,4-dioxa-7-azaspiro[4.4]nonan-7-yl)-2-oxoethyl)-9,9-dimethyl-9H-fluorene-3-carboxamide